FC=1C=C(C=CC1)CC(C(=O)NC=1C=NC2=C(C=CC=C2C1)F)(CC(C)C)C 2-[(3-fluorophenyl)-methyl]-N-(8-fluoro-3-quinolyl)-2,4-dimethyl-pentanamide